3-((4-amino-7-bromoquinolin-3-yl)carbamoyl)pyrrolidine-1-carboxylate NC1=C(C=NC2=CC(=CC=C12)Br)NC(=O)C1CN(CC1)C(=O)[O-]